ClC1=C(C=CC(=C1)Br)Br 2-chloro-1,4-dibromobenzene